(2S)-2-(3,3-diethylureido)-4-((2-(2,2-difluorocyclopropoxy)ethyl)(4-(5,6,7,8-tetrahydro-1,8-naphthyridin-2-yl)butyl)amino)butanoic acid C(C)N(C(N[C@H](C(=O)O)CCN(CCCCC1=NC=2NCCCC2C=C1)CCOC1C(C1)(F)F)=O)CC